2-({2-cyclopropyl-7-fluoro-4-[4-(2-methoxy-phenyl)-piperidin-1-yl]-quinazolin-6-yl}-methyl-amino)-ethanol C1(CC1)C1=NC2=CC(=C(C=C2C(=N1)N1CCC(CC1)C1=C(C=CC=C1)OC)N(CCO)C)F